10-bromo-2-(4-fluorophenyl)[1,2,4]triazolo[1,5-c]quinazolin-5(6H)-one BrC=1C=2C=3N(C(NC2C=CC1)=O)N=C(N3)C3=CC=C(C=C3)F